C(C=1C(O)=CC=CC1)(=O)[O-].[Na+].[K+].[Na+].C(C=1C(O)=CC=CC1)(=O)[O-].C(C=1C(O)=CC=CC1)(=O)[O-] sodium-potassium-sodium salicylate